C(C)OC(=O)C1CCN(CC1)C(C1=CC2=CC=C(C=C2CC1)OCC=1C=C2C(=NN(C2=CC1)C(C)C)Cl)Cl 1-[chloro-6-(3-chloro-1-isopropyl-1H-indazole-5-ylmethoxy)-3,4-dihydro-naphthalen-2-ylmethyl]-piperidine-4-carboxylic acid ethyl ester